diheptyl-4,4'-bipyridinium dibromide [Br-].[Br-].C(CCCCCC)[N+]1=CC=C(C=C1)C1=CC=[N+](C=C1)CCCCCCC